tert-butyl (3S)-3-[[5-ethyl-4-[7-[3-(2-ethylhexoxy)-3-oxo-propyl]sulfanyl-1-(2-trimethylsilylethoxymethyl)indol-3-yl]pyrimidin-2-yl]amino]piperidine-1-carboxylate C(C)C=1C(=NC(=NC1)N[C@@H]1CN(CCC1)C(=O)OC(C)(C)C)C1=CN(C2=C(C=CC=C12)SCCC(=O)OCC(CCCC)CC)COCC[Si](C)(C)C